NC1=NC=2C=C(C=CC2C2=C1N=C(N2CC(C)(O)C)COCC)CC2=CC=C(C=C2)CCN(C)C 1-(4-amino-7-(4-(2-(dimethylamino)ethyl)benzyl)-2-(ethoxymethyl)-1H-imidazo[4,5-c]quinolin-1-yl)-2-methylpropan-2-ol